C(C=CCCCCC)=O anti-2-octenal